C1N(CCC2=CC=CC=C12)CC(CNC1=CC=NC=C1)O 4-((3-(3,4-dihydroisoquinolin-2(1H)-yl)-2-hydroxypropyl)amino)pyridin